5-(3,4-diaminophenoxy)-N-(2-(2,5-dioxo-2,5-dihydro-1H-pyrrol-1-yl)ethyl)pentanamide NC=1C=C(OCCCCC(=O)NCCN2C(C=CC2=O)=O)C=CC1N